N-(4-(4-amino-1-methyl-7-[1-(1,3,5-trimethylpiperidin-4-yl)-1H-pyrazol-4-yl]-1H-pyrazolo[4,3-c]pyridin-3-yl)-2-[(1S)-1-(4-fluorophenyl)ethoxy]phenyl)-1,1-difluoromethanesulfonamide NC1=NC=C(C2=C1C(=NN2C)C2=CC(=C(C=C2)NS(=O)(=O)C(F)F)O[C@@H](C)C2=CC=C(C=C2)F)C=2C=NN(C2)C2C(CN(CC2C)C)C